2,2-bis[4-[4-aminophenoxy]phenyl]hexafluoropropane NC1=CC=C(OC2=CC=C(C=C2)C(C(F)(F)F)(C(F)(F)F)C2=CC=C(C=C2)OC2=CC=C(C=C2)N)C=C1